3,7-dimethyl-tetradecane CC(CC)CCCC(CCCCCCC)C